N1CC(C1)CNC1CC1 N-(azetidin-3-ylmethyl)cyclopropylamine